4-benzenesulfonylphenylether C1(=CC=CC=C1)S(=O)(=O)C1=CC=C(C=C1)OC1=CC=C(C=C1)S(=O)(=O)C1=CC=CC=C1